NC1=CC=C(CCC(CCC2=CC=C(N)C=C2)CCC2=CC=C(N)C=C2)C=C1 4,4'-(3-(4-aminophenethyl)pentane-1,5-diyl)dianiline